ClC1=NN(C(=C1)C1=NC(=NC(=C1)N1CC(C1)NC)N)C 4-(3-Chloro-1-methyl-1H-pyrazol-5-yl)-6-(3-(methylamino)azetidin-1-yl)pyrimidin-2-amine